C(N)(=O)C=1C(NC(N([C@]2([C@H](O)[C@H](O)[C@@H](CO)O2)CO)C1)=O)=O 5-Carbamoyl-hydroxymethyl-uridine